FC1=CC=C(C=C1)C=1C(=NN2C1N=C(NC2=O)SCC#C)C2COCC2 8-(4-fluorophenyl)-7-[oxolan-3-yl]-2-(prop-2-yn-1-ylsulfanyl)-3H-pyrazolo[1,5-a][1,3,5]triazin-4-one